[NH4+].[NH4+].N(N=S1CN(C2=C1C=C(C=C2)S(=O)(=O)[O-])CC)=S2CN(C1=C2C=C(C=C1)S(=O)(=O)[O-])CC azino-bis-(3-ethylbenzothiazoline-6-sulfonic acid) diammonium salt